3-(7-Methoxy-2-phenyl-3-(3-phenylpropanoyl)-1H-indol-1-yl)-2,2-dimethylpropanamide COC=1C=CC=C2C(=C(N(C12)CC(C(=O)N)(C)C)C1=CC=CC=C1)C(CCC1=CC=CC=C1)=O